2-(5-(6-chloro-3-(1H-imidazol-1-yl)-5-methoxy-1-methyl-1H-pyrrolo[3,2-b]pyridin-2-yl)-4H-1,2,4-triazol-3-yl)-2,2-difluoro-ethan-1-ol ClC=1C=C2C(=NC1OC)C(=C(N2C)C=2NC(=NN2)C(CO)(F)F)N2C=NC=C2